1-Bromo-2,4-difluoro-3-iodobenzene BrC1=C(C(=C(C=C1)F)I)F